(4R,4''R,5''R)-1'-chloro-3-(3-(difluoromethoxy)-5-(trifluoromethyl)pyridin-2-yl)-4'',5''-dimethyl-6',7'-dihydrodispiro[oxazolidine-4,5'-isoquinoline-8',2''-[1,3]dioxolan]-2-one ClC1=NC=CC=2[C@@]3(CCC4(O[C@@H]([C@H](O4)C)C)C12)N(C(OC3)=O)C3=NC=C(C=C3OC(F)F)C(F)(F)F